1-(5-methoxy-2-(2H-1,2,3-triazol-2-yl)benzoyl)-2-methylpyrrolidine-2-carboxamide COC=1C=CC(=C(C(=O)N2C(CCC2)(C(=O)N)C)C1)N1N=CC=N1